1-(Ethoxycarbonyl)cyclobutanoic acid C(C)OC(=O)C1(CCC1)C(=O)O